N-((3-methoxy-4-(prop-2-yn-1-ylamino)phenyl)sulfonyl)-N-methylpropionamide COC=1C=C(C=CC1NCC#C)S(=O)(=O)N(C(CC)=O)C